5-(4-((3-Aminobenzyl)oxy)phenyl)-2-oxo-6-(trifluoromethyl)-1,2-dihydropyridine-3-carboxamide NC=1C=C(COC2=CC=C(C=C2)C=2C=C(C(NC2C(F)(F)F)=O)C(=O)N)C=CC1